rac-(3R,4R)-4-{[5-(2,4-difluoro-phenyl)-isoxazole-3-carbonyl]-amino}-3-(1-pyridin-2-yl-ethylcarbamoyl)-piperidine-1-carboxylic acid tert-butyl ester C(C)(C)(C)OC(=O)N1C[C@H]([C@@H](CC1)NC(=O)C1=NOC(=C1)C1=C(C=C(C=C1)F)F)C(NC(C)C1=NC=CC=C1)=O |r|